ClC1=CC2=C(N=C(N=C2N2CC(C2)OC)C2=C(C(=CC(=C2F)OC)OC)F)C=N1 6-chloro-2-(2,6-difluoro-3,5-dimethoxyphenyl)-4-(3-methoxyazetidin-1-yl)pyrido[3,4-d]pyrimidine